2-Oxa-7-aza-spiro[4.4]nonane-7-carboxylic acid (4-methoxy-7-piperidin-4-yl-thiazolo[4,5-c]pyridin-2-yl)-amide COC1=NC=C(C2=C1N=C(S2)NC(=O)N2CC1(CCOC1)CC2)C2CCNCC2